ClC=1C=C(C=C2C(=NC=NC12)C)C=1C(=NC(=NC1)N)C1=CC=C(C=C1)Cl 5-(8-chloro-4-methylquinazolin-6-yl)-4-(4-chlorophenyl)pyrimidin-2-amine